C1(CC1)C1=NC=NC(=C1C1=NN2C(C(=N1)NCC1=CC=C(C=C1)C1=CC3=CC=CC=C3C=C1)=NC=C2)OC 2-(4-cyclopropyl-6-methoxypyrimidin-5-yl)-N-(4-(naphthalen-2-yl)benzyl)imidazo[2,1-f][1,2,4]triazin-4-amine